O1CNCC1=O 1,3-oxazolidin-5-one